methyl 6-((tert-butoxycarbonyl)amino)-4-(methyl(tetrahydro-2H-pyran-4-yl)amino)pyridazine-3-carboxylate C(C)(C)(C)OC(=O)NC1=CC(=C(N=N1)C(=O)OC)N(C1CCOCC1)C